Methyl (2R,4R)-2-amino-4-[(5-amino-2-chloropyridin-4-yl)amino]-4-[2-bromo-6-(difluoromethoxy)phenyl]butanoate N[C@@H](C(=O)OC)C[C@H](C1=C(C=CC=C1OC(F)F)Br)NC1=CC(=NC=C1N)Cl